6-amino-2-ethoxy-9-(4-(((2-hydroxy-3-morpholinopropyl)amino)methyl)-2-methoxybenzyl)-9H-purin-8-ol NC1=C2N=C(N(C2=NC(=N1)OCC)CC1=C(C=C(C=C1)CNCC(CN1CCOCC1)O)OC)O